2-((1-(2-(1-cyclopropyl-3-methyl-1H-indazol-5-yl)-3,7-dimethyl-4-oxo-4H-pyrido[1,2-a]pyrimidin-9-yl)ethyl)amino)benzoic acid C1(CC1)N1N=C(C2=CC(=CC=C12)C=1N=C2N(C(C1C)=O)C=C(C=C2C(C)NC2=C(C(=O)O)C=CC=C2)C)C